N-propionyl-cysteine tert-butyl-3-[(cyclopropylamino)methyl]azetidine-1-carboxylate C(C)(C)(C)C1N(CC1CNC1CC1)C(=O)O.C(CC)(=O)N[C@@H](CS)C(=O)O